C(C)(C)(C)NC(CN1N=C(C=CC1=O)C1=CC=C(C=C1)F)=O N-(tert-butyl)-2-(3-(4-fluorophenyl)-6-oxopyridazin-1(6H)-yl)acetamide